5-(1-phenylcyclopropyl)-1H-imidazole-2-carboxylic acid C1(=CC=CC=C1)C1(CC1)C1=CN=C(N1)C(=O)O